N1=CN=CC2=C1CC1(OC2)C2=CC=CC=C2C2=NNC=C21 spiro[2H-indeno[1,2-C]pyrazole-4,7'-5,8-dihydropyrano[4,3-d]pyrimidine]